(methoxy(3-octyl-1,2,4-oxadiazol-5-yl)methyl)acrylic acid COC(C1=NC(=NO1)CCCCCCCC)C(C(=O)O)=C